C1(CC1)N1N=CC=C1C1=CNC2=NC=CC(=C21)OC2=C(C=C(NC=1OC[C@](CN1)(F)CO)C=C2F)F |r| (+/-)-[2-(4-{[3-(1-cyclopropyl-1H-pyrazol-5-yl)-1H-pyrrolo[2,3-b]pyridin-4-yl]oxy}-3,5-difluoroanilino)-5-fluoro-5,6-dihydro-4H-1,3-oxazin-5-yl]methanol